6-bromo-3-(2,6-dibenzyloxy-3-pyridyl)-1-ethyl-indazole BrC1=CC=C2C(=NN(C2=C1)CC)C=1C(=NC(=CC1)OCC1=CC=CC=C1)OCC1=CC=CC=C1